(3,4-dihydroxyphenyl)-L-alanine OC=1C=C(C=CC1O)N[C@@H](C)C(=O)O